(E)-3-(4-methyl-1-phenylpent-1-en-1-yl)isoxazole-5,5(4H)-dicarboxylic acid diethyl ester C(C)OC(=O)C1(CC(=NO1)\C(=C\CC(C)C)\C1=CC=CC=C1)C(=O)OCC